2-(2-chlorophenyl)-N-{4-[1-(difluoromethyl)-1H-Pyrazol-4-yl]-3-sulfamoylphenyl}acetamide gadolinium [Gd].ClC1=C(C=CC=C1)CC(=O)NC1=CC(=C(C=C1)C=1C=NN(C1)C(F)F)S(N)(=O)=O